3',7'-bis(dimethylamino)-N-(2-(2,5-dioxo-2,5-dihydro-1H-pyrrol-1-yl)ethyl)-3-oxo-3H-dispiro[isobenzofuran-1,10'-dibenzo[b,e]siline-5',1''-silinane]-5-carboxamide CN(C=1C=CC2=C(C1)[Si]1(CCCCC1)C1=C(C23OC(C2=CC(=CC=C23)C(=O)NCCN2C(C=CC2=O)=O)=O)C=CC(=C1)N(C)C)C